4-(3-Chloropropoxy)benzaldehyde ClCCCOC1=CC=C(C=O)C=C1